ClC1=CC=C(C(=N1)C1CCNCC1)NC(C)C=1C=2C3=C(N(C(C2C=C(C1)C)=O)C)N(N=C3)CCO 9-[1-[[6-chloro-2-(4-piperidyl)-3-pyridyl]amino]ethyl]-3-(2-hydroxyethyl)-4,7-dimethyl-pyrazolo[3,4-c]isoquinolin-5-one